((4-isopentylpiperazin-1-yl)methyl)-4H-benzopyran-4-one C(CC(C)C)N1CCN(CC1)CC=1OC2=C(C(C1)=O)C=CC=C2